NC=1C2=C(N=CN1)N(C(=C2C2=CC=C(C=C2)CC(=O)N(C)C)C2=CC=C(C=C2)NC(C(=C)C)=O)C N-(4-(4-amino-5-(4-(2-(dimethylamino)-2-oxoethyl)phenyl)-7-methyl-7H-pyrrolo[2,3-d]pyrimidin-6-yl)phenyl)methacrylamide